4-(2-fluorophenyl)-6-oxo-1,6-dihydropyridine-3-carboxylic acid FC1=C(C=CC=C1)C=1C(=CNC(C1)=O)C(=O)O